2-(2-(5-Cyclopropyl-3-(4-(trifluoromethyl)pyridin-3-yl)isoxazol-4-yl)-7-azaspiro[3.5]non-1-en-7-yl)-4-fluorobenzo[d]thiazol C1(CC1)C1=C(C(=NO1)C=1C=NC=CC1C(F)(F)F)C1=CC2(C1)CCN(CC2)C=2SC1=C(N2)C(=CC=C1)F